ClC=1C=CC(=C(CN2C[C@@H](N(CC2)C(=O)OC(C)(C)C)C)C1)OCC1CC1 Tert-butyl (S)-4-(5-chloro-2-(cyclopropylmethoxy) benzyl)-2-methylpiperazine-1-carboxylate